NC1=NC(=NC=2N1N=C(N2)C=2OC=CC2)N2[C@@H](CCC2)C(=O)N2CCN(CC2)CC(F)(F)F (S)-(1-(7-amino-2-(furan-2-yl)-[1,2,4]triazolo[1,5-a][1,3,5]triazin-5-yl)pyrrolidin-2-yl)(4-(2,2,2-trifluoroethyl)piperazin-1-yl)methanone